COC=1C=C(C=CC1NCC#CC=1N(C2=CC=CC(=C2C1)NC1CCN(CC1)C(C(C)C)=O)CC(F)(F)F)S(=O)(=O)N 3-methoxy-4-{[3-(4-{[1-(2-methylpropanoyl)piperidin-4-yl]amino}-1-(2,2,2-trifluoroethyl)-1H-indol-2-yl)prop-2-yn-1-yl]amino}benzene-1-sulfonamide